1-phenylcyclopenta-1-ene C1(=CC=CC=C1)C1=CCCC1